C(C1=CC=CC=C1)C1=NO[C@@H]2[C@H](O1)C=CN([C@H]2C2=CC(=CC=C2)C(F)(F)F)C(=O)OCC2=CC=CC=C2 benzyl (4aR,8S,8aS)-3-benzyl-8-(3-(trifluoromethyl)phenyl)-8,8a-dihydropyrido[4,3-e][1,4,2]dioxazine-7(4aH)-carboxylate